O=C1NC(CCC1N1C(C2=CC(=CC(=C2C1)OCC(=O)O)N1CCCCC1)=O)=O 2-{[2-(2,6-dioxopiperidin-3-yl)-1-oxo-6-(piperidin-1-yl)-2,3-dihydro-1H-isoindol-4-yl]oxy}acetic acid